C(C)C(COC(CCSC=1C=CC(=C2C=NNC12)Br)=O)CCCC.CN(C(C(C)(C)C)=O)S(=O)(=O)C1=CC=C(C)C=C1 N-methyl-N-(4-toluenesulfonyl)pivalamide 2-ethylhexyl-3-[(4-bromo-1H-indazol-7-yl)sulfanyl]propanoate